C(C)C=1C(NC2=CC(=CN=C2C1)CNC1CC(C1)NC1=CC=C(C=C1)F)=O 3-ethyl-7-(((3-((4-fluorophenyl)amino)cyclobutyl)amino)methyl)-1,5-naphthyridin-2(1H)-one